(S)-4-amino-7-chloro-1-methyl-N-(1-methyl-1H-pyrazol-4-yl)-N-(6-(trifluoromethyl)-2,3-dihydrobenzofuran-3-yl)imidazo[1,5-a]quinoxaline-8-carboxamide NC=1C=2N(C3=CC(=C(C=C3N1)Cl)C(=O)N([C@@H]1COC3=C1C=CC(=C3)C(F)(F)F)C=3C=NN(C3)C)C(=NC2)C